OC[C@H](C1=CC=CC=C1)NC1=CC(=NC=C1C1=NC(=NO1)C)NC=1N=CC2=C(N1)CNC2=O (S)-2-((4-((2-hydroxy-1-phenylethyl)amino)-5-(3-methyl-1,2,4-oxadiazol-5-yl)pyridin-2-yl)amino)-6,7-dihydro-5H-pyrrolo[3,4-d]pyrimidin-5-one